(S)-(4-(4-Chlorophenethyl)-7-azabicyclo[2.2.1]heptan-1-yl)(3-fluorophenyl)methanol ClC1=CC=C(CCC23CCC(CC2)(N3)[C@@H](O)C3=CC(=CC=C3)F)C=C1